(R)-2'-(3,4-dichlorobenzyl)-6'-methyl-1'-oxo-1',4'-dihydro-2'H-spiro[cyclopentane-1,3'-isoquinoline]-4'-carboxylic acid ClC=1C=C(CN2C(C3=CC=C(C=C3[C@H](C23CCCC3)C(=O)O)C)=O)C=CC1Cl